ClC1=CC(=C(C=C1)C1(OC2=C(O1)C=CC=C2C2CCN(CC2)CC=2N(C(=CN2)CCC(=O)O)CC2=C(N=CO2)C)C)F 3-(2-((4-(2-(4-chloro-2-fluorophenyl)-2-methylbenzo[d][1,3]dioxol-4-yl)piperidin-1-yl)methyl)-1-((4-methyloxazol-5-yl)methyl)-1H-imidazol-5-yl)propanoic acid